3-FORMYLINDOLE C(=O)C1=CNC2=CC=CC=C12